C(=CCC#CC#CCCC)O (8Z)-decaene-4,6-diyne-1-ol